C1CCC2=NC3=C(CCCC3)C=C2C1 octahydroacridine